3-dimethylamino-6-dimethylamino-fluoren CN(C=1C=CC=2CC3=CC=C(C=C3C2C1)N(C)C)C